C(#C)[C@]1([C@H](C[C@@H](O1)N1C2=NC(=NC(=C2N=C1)NCC1OC(OC1C)=O)F)O)CO 4-[[[9-[(2R,4S,5R)-5-ethynyl-4-hydroxy-5-(hydroxymethyl)tetrahydrofuran-2-yl]-2-fluoro-purin-6-yl]amino]methyl]-5-methyl-1,3-dioxolan-2-one